1-[(2-methyl-3-pyridinyl)methyl]-1,2,4-triazole-3-carboxylic acid CC1=NC=CC=C1CN1N=C(N=C1)C(=O)O